propyl-selenium C(CC)[Se]